C(C)(C)N1C(=NC(=C1)C(F)(F)F)C1=CC=C(C#N)C=C1 4-(1-isopropyl-4-(trifluoromethyl)-1H-imidazol-2-yl)benzonitrile